[I-].FC=1C=C(/C=C/C2=[N+](C3=CC=CC=C3C=C2)C)C=C(C1O)F (E)-2-(3,5-Difluoro-4-hydroxystyryl)-1-methylquinolinium iodide